4-methyl-4-(t-amylperoxy)-2-pentanol CC(CC(C)O)(C)OOC(C)(C)CC